tert-butyl ((2R)-1-(1-(tetrahydro-2H-pyran-2-yl)-1H-indazol-4-yl)propan-2-yl)carbamate O1C(CCCC1)N1N=CC2=C(C=CC=C12)C[C@@H](C)NC(OC(C)(C)C)=O